4-cyanobutyric acid C(#N)CCCC(=O)O